ClC=1C=C2C(=C(NC2=CC1)C(=O)O)CC(=O)N1CCN(CC1)C1=C(C=CC(=C1)C)C 5-chloro-3-(2-(4-(2,5-dimethylphenyl)piperazin-1-yl)-2-oxoethyl)-1H-indole-2-carboxylic acid